OC[C@@H](C(=O)N)NC(=O)C=1C(=NN2C1C=C(C=C2)OCC2=C(N=CS2)C)C (2S)-3-hydroxy-2-({2-methyl-5-[(4-methyl-1,3-thiazol-5-yl)methoxy]pyrazolo[1,5-a]pyridin-3-yl}formamido)propanamide